6-((1-((S)-1-(3-fluoropropyl)pyrrolidin-3-yl)-3-methyl-6,7,8,9-tetrahydro-3H-pyrazolo[3,4-c]isoquinolin-5-yl)oxy)-3,4,5-trihydroxytetrahydro-2H-pyran-2-carboxylic acid FCCCN1C[C@H](CC1)C1=NN(C=2N=C(C=3CCCCC3C21)OC2C(C(C(C(O2)C(=O)O)O)O)O)C